1-methyl-2-oxo-4-{4-[4-(trifluoromethoxy)phenoxy]azepan-1-yl}-1,2-dihydroquinoline-3-carbonitrile CN1C(C(=C(C2=CC=CC=C12)N1CCC(CCC1)OC1=CC=C(C=C1)OC(F)(F)F)C#N)=O